(E)-N'-(6-bromo-2-(methylthio)pyrido[2,3-d]pyrimidin-7-yl)-N-hydroxyformimidamide BrC1=CC2=C(N=C(N=C2)SC)N=C1/N=C/NO